1-fluoro-4-iodo-2-isopropylbenzene FC1=C(C=C(C=C1)I)C(C)C